(S)-2-(2'-Chloro-5'-methoxy-6-methyl-[4,4'-bipyridine]-3-carboxamido)-N-((1S,2S)-2-hydroxycyclobutyl)-4,5,6,7-tetrahydrobenzo[d]thiazole-6-carboxamide ClC1=NC=C(C(=C1)C1=C(C=NC(=C1)C)C(=O)NC=1SC2=C(N1)CC[C@@H](C2)C(=O)N[C@@H]2[C@H](CC2)O)OC